2-(4-(5-amino-4-cyano-1-cyclopentyl-1H-pyrazol-3-yl)phenyl)-N-(2-fluoro-5-methylphenyl)acetamide NC1=C(C(=NN1C1CCCC1)C1=CC=C(C=C1)CC(=O)NC1=C(C=CC(=C1)C)F)C#N